C[Si](C)(C)CNC N-(trimethylsilylmethyl)methanamine